[Cu].ON1N=NN=C1C1=NN=NN1O 1,1'-dihydroxy-5,5'-bitetrazole copper